dioxocyclononane O=C1C(CCCCCCC1)=O